2,3,3-trimethyl-2,3-dihydro-1H-inden-1-one CC1C(C2=CC=CC=C2C1(C)C)=O